N1N=CC(=C1)C1=CNC2=NC=CC=C21 3-(1H-pyrazol-4-yl)-1H-pyrrolo[2,3-b]pyridin